Perfluoroheptane-1-ol FC(C(C(C(C(C(C(F)(F)F)(F)F)(F)F)(F)F)(F)F)(F)F)(O)F